SCC1=C(C(=CC(=C1)CS)CS)CS 1,2,3,5-tetra(mercaptomethyl)benzene